CC1=C(C=CC=C1)S(=O)(=O)NC1=NC2=CC=CC=C2N=C1N1CCOCC1 2-methyl-N-(3-morpholin-4-ylquinoxalin-2-yl)benzenesulfonamide